CC(C(=O)[O-])N(C(CCOCCOCCNC(CCCC(=O)[O-])=O)=O)C 2,3-dimethyl-4,14-dioxo-7,10-dioxa-3,13-diazaoctadecane-1,18-dioate